C[C@H]1C(NC=2C=NC(=NC2N1C)NCC=1C=NN(C1)CC1=CC(=CC=C1)C(F)(F)F)=O (7S)-7,8-dimethyl-2-(((1-(3-(trifluoromethyl)benzyl)-1H-pyrazol-4-yl)methyl)amino)-7,8-dihydropteridin-6(5H)-one